4,5-dichloro-2,3-dihydropyridazin-3-one ClC=1C(NN=CC1Cl)=O